N=S(=O)CN1CC2(CC1)CCN(CC2)C2=CC=NC1=NC(=CC=C21)OC imino[8-(7-methoxy-1,8-naphthyridin-4-yl)-2,8-diazaspiro[4.5]decan-2-yl]methyl-λ6-sulfanone